ClC1=CC2=C(C=N1)C=NN2C=2CCNCC2 6-chloro-1-(1,2,3,6-tetrahydropyridin-4-yl)-1H-pyrazolo[4,3-c]pyridine